methyl-serine CN[C@@H](CO)C(=O)O